(1S)-1-(6-(2-methyl-2H-pyrazolo[3,4-b]pyridin-5-yl)thieno[2,3-b]pyridin-2-yl)-1-butanol CN1N=C2N=CC(=CC2=C1)C1=CC=C2C(=N1)SC(=C2)[C@H](CCC)O